(S)-5-(3-aminopiperidin-1-yl)pyridinenitrile N[C@@H]1CN(CCC1)C=1C=CC(=NC1)C#N